BrC=1C(=NN2C1CO[C@](C2)(C(F)(F)F)C)C2=NC=C(C=C2)F (R)-3-Bromo-2-(5-fluoropyridin-2-yl)-6-methyl-6-(trifluoromethyl)-6,7-dihydro-4H-pyrazolo[5,1-c][1,4]oxazine